N-(phenylcarboxyl)-sulfanilamide C1(=CC=CC=C1)OC(=O)NS(=O)(C1=CC=C(C=C1)N)=O